NC1=C2C(=NC=N1)N(N=C2C2=CC=C(C=C2)OC2=CC=CC=C2)C2CCN(CC2)C(CN2CCOCC2)=O 1-(4-(4-amino-(4-phenoxyphenyl)-1H-pyrazolo[3,4-d]pyrimidin-1-yl)piperidin-1-yl)-2-morpholinyl-ethanone